C(CCCCC)[N+]1=CNC=C1 3-Hexyl-1H-imidazol-3-ium